[Zr].[Pb].[La] lanthanum lead zirconium